2-heptenylmethyldimethoxysilane C(C=CCCCC)[Si](OC)(OC)C